6-(trifluoromethyl)indoline-2,3-dione FC(C1=CC=C2C(C(NC2=C1)=O)=O)(F)F